Benzyl 7-bromoquinoline-2-carboxylate BrC1=CC=C2C=CC(=NC2=C1)C(=O)OCC1=CC=CC=C1